N5-methyl-N1-(2-oxo-2,3-dihydro-1H-benzo[d]imidazol-5-yl)-3,4-dihydroquinoline-1,5(2H)-dicarboxamide CNC(=O)C=1C=2CCCN(C2C=CC1)C(=O)NC1=CC2=C(NC(N2)=O)C=C1